(R)-4-fluoro-5-nitro-2,3-dihydro-1H-inden-1-ol FC1=C2CC[C@H](C2=CC=C1[N+](=O)[O-])O